FC(C(=O)O)(F)F.NCC1=CC(=NC=C1)S(=O)(=O)CC1N(CC(C1)C1=C(C=CC=C1)F)S(=O)(=O)N1CCS(CC1)(=O)=O 4-((2-(((4-(Aminomethyl)pyridin-2-yl)sulfonyl)methyl)-4-(2-fluorophenyl)pyrrolidin-1-yl)sulfonyl)thiomorpholine 1,1-dioxide 2,2,2-trifluoroacetate